N-(5-(3-(6,6-dimethyl-1,1-dioxidotetrahydro-2H-thiopyran-2-yl)azetidin-1-yl)-2-((2-((3S,4R)-3-fluoro-4-methoxypiperidin-1-yl)pyridin-4-yl)amino)-8-isopropylquinazolin-7-yl)acrylamide CC1(CCCC(S1(=O)=O)C1CN(C1)C1=C2C=NC(=NC2=C(C(=C1)NC(C=C)=O)C(C)C)NC1=CC(=NC=C1)N1C[C@@H]([C@@H](CC1)OC)F)C